C(C1=CC=CC=C1)(=O)C1=CC(CC2=C(N1)C=CC(=C2)CC)=O 2-Benzoyl-7-ethyl-1,5-dihydro-4H-benzo[b]azepine-4-One